ClC1=C(C=C(C=C1)C(CC(=O)O)(F)F)C(F)(F)F 4-chloro-β,β-difluoro-3-(trifluoromethyl)-benzenepropanoic acid